C1(CC1)N1C=C(C(C2=CC(=C(C=C12)Cl)F)=O)C(=O)O 1-cyclopropyl-4-oxo-6-fluoro-7-chloro-1,4-dihydroquinoline-3-carboxylic acid